NC(C(=O)O)CC1=CNC2=CC(=CC(=C12)O)CC=C(C)C 2-amino-3-[4-hydroxy-6-(3-methyl-2-butenyl)-1H-indol-3-yl]propionic acid